N=1N=CN2C=NC(=CC21)OC2=C(C=C(C=C2)NC2=NC=NC1=CC=C(C=C21)NC(=O)C2CC(=NO2)Br)C N-(4-((4-([1,2,4]triazolo[4,3-c]pyrimidin-7-yloxy)-3-methylphenyl)amino)quinazolin-6-yl)-3-bromo-4,5-dihydroisoxazole-5-carboxamide